BrC=1C=C2C(=C(C(N(C2=CC1F)C)=O)C#N)N1CCC(CC1)C=1OC2=C(N1)C=C(C=C2)C 6-Bromo-7-fluoro-1-methyl-4-[4-(5-methyl-1,3-benzooxazol-2-yl)piperidin-1-yl]-2-oxo-1,2-dihydro-quinoline-3-carbonitrile